COC([C@@H](CC1=C(C(=C(C=C1Cl)OC)O)Cl)N)=O (2R)-2-amino-3-(2,6-dichloro-3-hydroxy-4-methoxyphenyl)propionic acid methyl ester